8-bromo-5-chloroimidazo[1,2-c]quinazoline BrC=1C=CC=2C=3N(C(=NC2C1)Cl)C=CN3